O=C1C=CC=C(N1)C1=CN=C(C2=CC(=C(C=C12)C(=O)N)OC(C)C)OC[C@H]1NC(CC1)=O 4-(6-oxo-1,6-dihydropyridin-2-yl)-1-{[(2S)-5-oxopyrrolidin-2-yl]methoxy}-7-(prop-2-yloxy)isoquinoline-6-carboxamide